(R)-2-amino-N-((S)-1-(((S)-5-amino-1-(4-phenoxyphenyl)pentyl)amino)-3-(4-hydroxy-2,6-dimethylphenyl)-1-oxopropan-2-yl)-5-guanidino-pentanamide N[C@@H](C(=O)N[C@H](C(=O)N[C@@H](CCCCN)C1=CC=C(C=C1)OC1=CC=CC=C1)CC1=C(C=C(C=C1C)O)C)CCCNC(=N)N